N-[[4-(difluoromethyl)phenyl]methyl]-4-methoxy-N-[3-(methylamino)-3-oxo-propyl]-7-(1-methyl-6-oxo-3-pyridinyl)benzothiophene-2-carboxamide FC(C1=CC=C(C=C1)CN(C(=O)C=1SC2=C(C1)C(=CC=C2C2=CN(C(C=C2)=O)C)OC)CCC(=O)NC)F